[Cl-].[Cl-].ClC=1C=C(C=CC1)C(=[Zr+2](C1=CC=CC=2C3=CC=CC=C3CC12)C1C=CC=C1)C1=CC(=CC=C1)Cl Bis(m-chlorophenyl)methylene(cyclopentadienyl)(fluorenyl)zirconium dichloride